4-(benzooxazol-2-yl)-1-hexylpyridin-1-ium iodide [I-].O1C(=NC2=C1C=CC=C2)C2=CC=[N+](C=C2)CCCCCC